CCCCCCCCCCCCCCCCCCCCCC(=O)OC[C@H](COP(=O)(O)OC[C@@H](C(=O)O)N)OC(=O)CCC/C=C\C/C=C\C/C=C\C/C=C\C/C=C\CC 1-docosanoyl-2-(5Z,8Z,11Z,14Z,17Z-eicosapentaenoyl)-glycero-3-phosphoserine